2,2-difluoro-5-(4-fluorophenyl)-5-oxo-pentanoic acid ethyl ester C(C)OC(C(CCC(=O)C1=CC=C(C=C1)F)(F)F)=O